6,7,8,9-tetrahydroimidazo[1,5-a]pyrido[3,4-e]pyrimidin-5(4H)-one C1=NC=C2N1C1=C(C(N2)=O)CNCC1